C(#N)CCN1CCN(CC1)C N-(2-cyanoethyl)-N'-methylpiperazine